ClC=1N=CC2=C3C(=CC(=C2C1)S(NCC(C)(C)F)(=O)=O)CCC3NC(OC(C)(C)C)=O tert-butyl N-[3-chloro-5-[(2-fluoro-2-methyl-propyl)sulfamoyl]-8,9-dihydro-7H-cyclopenta[h]isoquinolin-9-yl]carbamate